(S)-3-(4-(((R)-5-Fluoro-4-(6-((tetrahydro-2H-pyran-4-yl)oxy)pyridin-3-yl)-2,3-dihydro-1H-inden-1-yl)oxy)phenyl)hex-4-ynoic Acid FC=1C(=C2CC[C@H](C2=CC1)OC1=CC=C(C=C1)[C@H](CC(=O)O)C#CC)C=1C=NC(=CC1)OC1CCOCC1